BrC=1C=C2CC[C@]3(C2=CC1)C(NC(N3)=O)=O (5S)-5'-bromospiro[imidazolidine-5,1'-indane]-2,4-dione